C(C=C)(=O)N(C(C=C)=O)C1=NC=C(C(=C1)\C=C\C1CCC(CC1)(F)F)OC (E)-N-Acryloyl-N-(4-(2-(4,4-difluorocyclohexyl)vinyl)-5-methoxypyridin-2-yl)acrylamide